The molecule is a cytochalasan alkaloid found in Chaetomium globosum and Chaetomium subaffine. It has a role as an antineoplastic agent and a Chaetomium metabolite. It is a cytochalasan alkaloid, a member of indoles, a macrocycle, an epoxide and a secondary alpha-hydroxy ketone. C[C@H]\\1C/C=C/[C@H]2[C@H]3[C@](O3)([C@H]([C@@H]4[C@@]2(C(=O)CC[C@@H](C(=O)/C(=C1)/C)O)C(=O)N[C@H]4CC5=CNC6=CC=CC=C65)C)C